C(C)(C)OC=1C=CC(=NC1)OC1(C[C@@H](N(C[C@@H]1C)C1=CC(N(C=2C=CC(=NC12)C#N)C)=O)C)C 8-((2s,5s)-4-((5-isopropoxypyridin-2-yl)oxy)-2,4,5-trimethylpiperidin-1-yl)-5-methyl-6-oxo-5,6-dihydro-1,5-naphthyridine-2-carbonitrile